COC1NCCC12CCCC2 1-methoxy-2-azaspiro[4.4]nonane